NC1=NC(=NC=C1)C=1C=NN(C1O)C(C)C 4-(4-aminopyrimidin-2-yl)-1-isopropyl-1H-pyrazol-5-ol